6-((1R,2R)-2-(5-methylpyrimidin-2-yl)cyclobutyl)-4-oxo-1-((R)-1-(6-(trifluoromethyl)pyridin-3-yl)ethyl)-4,5-dihydro-1H-pyrazolo[3,4-d]pyrimidine-3-carbonitrile CC=1C=NC(=NC1)[C@H]1[C@@H](CC1)C=1NC(C2=C(N1)N(N=C2C#N)[C@H](C)C=2C=NC(=CC2)C(F)(F)F)=O